methyl 5-(4-(hydroxymethyl)cyclohexyl)isoxazole-3-carboxylate OCC1CCC(CC1)C1=CC(=NO1)C(=O)OC